ClC1C(CCC=2C=CC=NC12)C(=O)OC methyl 8-chloro-5,6,7,8-tetrahydroquinoline-7-carboxylate